C1=CC=CC=2N(CC3=C(C#CC21)C=CC=C3)C(CCC(=O)N[C@H](C(NCCOCCOCCOCCOCCOCCOCCOC)=O)CC(=O)O)=O (25S)-25-{[4-(11,12-Didehydrodibenzo[b,f]azocin-5(6H)-yl)-4-oxobutanoyl]amino}-24-oxo-2,5,8,11,14,17,20-heptaoxa-23-azaheptacosan-27-oic acid